(S)-3-(2-(4-Benzyl-2-oxopiperazin-1-yl)acetamido)-4-oxo-5-(2,3,5,6-tetrafluorophenoxy)pentanoic acid C(C1=CC=CC=C1)N1CC(N(CC1)CC(=O)N[C@@H](CC(=O)O)C(COC1=C(C(=CC(=C1F)F)F)F)=O)=O